ClC1=CC=C(C=C1)C=CC(=O)N(C=1C=NN(C1)C1=CC=NC=C1)C 3-(4-chlorophenyl)-N-methyl-N-(1-(pyridin-4-yl)-1H-pyrazol-4-yl)propenamide